C(C)OC1=CC=C(C[C@](N)(C(=O)O)C)C=C1 O-ethyl-alpha-methyl-tyrosine